C(C)C1(CCC(CC1)NC=1N=C(C2=C(N1)NC=C2C=2C=C(C=1N(C2)C=CN1)F)OC)O trans-1-ethyl-4-((5-(8-fluoroimidazo[1,2-a]pyridin-6-yl)-4-methoxy-7H-pyrrolo[2,3-d]pyrimidin-2-yl)amino)cyclohexan-1-ol